C(C1=CC=CC=C1)OC1CC(C1)OCC(COC1OCCCC1)(F)F 2-[3-(3-benzyloxycyclobutoxy)-2,2-difluoro-propoxy]tetrahydropyran